5-Bromovaleric acid ethyl ester C(C)OC(CCCCBr)=O